ClC=1C(=C(C(=CC1)F)[C@H](C1CCCC1)NC1=C(C=CC=C1)CC(=O)OC)F methyl (S)-2-(2-(((3-chloro-2,6-difluorophenyl)(cyclopentyl)methyl)amino)phenyl)acetate